C(C)(C)(C)C1(CC=C(O)C=C1)O p-tertiary butylhydroquinone